(E)-3-(m-methoxyphenyl)oxazolidine-2-one COC=1C=C(C=CC1)N1C(OCC1)=O